C(CCCCCCCCCCCCCCC)(=O)C([NH+](CCO)CC)C(CCCCCCCCCCCCCCC)=O bis(palmitoyl)ethyl-hydroxyethyl-methyl-ammonium